O[C@@H]([C@H](O)OC(CC(=O)OC(CC(O)=O)CCCCCCC)CCCCCCC)[C@@H]([C@@H](CC)O)O 3-[3-[(2R,3R,4R,5R,6S)-3,4,5-trihydroxy-6-methyloxahex-2-yl]Oxydecanoyloxy]Capric acid